benzyl 4-(((R)-tert-butylsulfinyl) amino)-6-azaspiro[2.5]octane-6-carboxylate C(C)(C)(C)[S@@](=O)NC1C2(CC2)CCN(C1)C(=O)OCC1=CC=CC=C1